2-amino-9-[(1S,3R,4S)-4-hydroxy-3-hydroxymethyl-2-methylenecyclopentyl]-1,9-dihydro-6H-purin-6-one-hydrate O.NC=1NC(C=2N=CN(C2N1)[C@@H]1C([C@@H]([C@H](C1)O)CO)=C)=O